3-methoxy-n-Butyl acetate C(C)(=O)OCCC(C)OC